BrC=1C=CC(=NC1)C(NS(=O)C(C)(C)C)C1=CC=CC=C1 N-((5-bromopyridin-2-yl)(phenyl)methyl)-2-methylpropan-2-sulfinamide